N,N'-bis-[3-(m-toluenesulfonyloxy)phenyl]urea CC1=CC(=CC=C1)S(=O)(=O)OC=1C=C(C=CC1)NC(=O)NC1=CC(=CC=C1)OS(=O)(=O)C=1C=C(C)C=CC1